3-(7-[(2S,4E)-2-(Hydroxymethyl)-4-(methoxyimino)pyrrolidine-1-carbonyl]-1,3-dihydro-2-benzofuran-4-yl)-2-methylbenzonitrile OC[C@H]1N(C/C(/C1)=N/OC)C(=O)C1=CC=C(C2=C1COC2)C=2C(=C(C#N)C=CC2)C